FC=1C=C(C=NC1)N1C(C2=C(CC1)N=C(S2)COC2=CC=CC=C2)=O (5-fluoro-3-pyridinyl)-6,7-dihydro-2-(phenoxymethyl)-thiazolo[5,4-c]pyridin-4(5H)-one